CS(=O)(=O)OCC1=NC(=CC2=C1CNC2=O)N2CC(CC(C2)C)C (6-(3,5-dimethylpiperidin-1-yl)-1-oxo-2,3-Dihydro-1H-pyrrolo[3,4-c]pyridin-4-yl)methyl methanesulfonate